3-((tert-butyldimethylsilyl)oxy)-9-(3-hydroxy-prop-1-yn-1-yl)-6H-benzo[c]chromen-6-one [Si](C)(C)(C(C)(C)C)OC1=CC=C2C3=C(C(OC2=C1)=O)C=CC(=C3)C#CCO